ClC=1C=C2C(=CN1)NC(=C2C#N)C2=C(C=CC=C2)OC 5-chloro-2-(2-methoxyphenyl)-1H-pyrrolo[2,3-c]pyridine-3-carbonitrile